ClC1=C(C(=O)O)C(=CC=C1)NC1=C(C=C(C=C1)F)C 2-chloro-6-((4-fluoro-2-methylphenyl)amino)benzoic acid